FC1=CC=C(C=C1)N1C(=C(C2=CC(=CC=C12)OC)C(C#N)C)C 2-[1-(4-fluorophenyl)-5-methoxy-2-methyl-indol-3-yl]Propionitrile